BrCC1=C(C=C(C=C1)C1=NOC(C1)(C(F)(F)F)C1=CC(=CC(=C1)Cl)Cl)F 3-(4-(bromomethyl)-3-fluorophenyl)-5-(3,5-dichlorophenyl)-5-(trifluoromethyl)-4,5-dihydro-isoxazole